COC1=C(C=NC=C1)C=1C(=C(C#N)C=CC1)N1CCC(CC1)N1C(=NN=C1)C 3-(4-methoxypyridin-3-yl)-2-[4-(3-methyl-4H-1,2,4-triazol-4-yl)piperidin-1-yl]benzonitrile